3-(((E)-(9-ethyl-1-methyl-β-carbolin-3-yl)methylene)hydrazino)indol-2-one C(C)N1C2=CC=CC=C2C=2C=C(N=C(C12)C)\C=N\NC=1C(N=C2C=CC=CC12)=O